OCCCC oxapentan